4,7-dimethyl-2-(1-methylpiperidin-4-yl)-2,4-dihydro-5H-pyrazolo[3,4-c]isoquinolin-5-one CN1C(C=2C=C(C=CC2C=2C1=NN(C2)C2CCN(CC2)C)C)=O